FC=1C=C(C=NC1NCCO)CNC(=O)NC=1SC=C(N1)C(C)(C)C1=CC=C(C=C1)OC 1-((5-fluoro-6-((2-hydroxyethyl)amino)pyridin-3-yl)methyl)-3-(4-(2-(4-methoxyphenyl)propan-2-yl)thiazol-2-yl)urea